C(C)C=1C=C2C3=C(C=C(C(=C3)C)O)C3(CCC3)OC2=CC1O 2-ethyl-9-methyl-spiro[benzo[c]chromene-6,1'-cyclobutane]-3,8-diol